[Ru](Cl)Cl.N1=CC=CC2=CC=C3C=CC=NC3=C12.N1=CC=CC2=CC=C3C=CC=NC3=C12 bis(1,10-phenanthroline) ruthenium dichloride